(pyridin-3-yl)pyrimidine-2,4,6(1h,3h,5h)-trione N1=CC(=CC=C1)N1C(NC(CC1=O)=O)=O